CN(C1=CC=C(C=C1)C1=NN=C(S1)N)C (4-dimethylaminophenyl)-1,3,4-thiadiazol-2-amine